FC(C1=C(C#N)C=CC(=C1)N1CC2(CC1)CCN(CC2)C2=CC=C(C=C2)C(=O)N2CCN(CC2)C2CCN(CC2)C=2C=C1C(N(C(C1=CC2)=O)C2C(NC(CC2)=O)=O)=O)F 2-(difluoromethyl)-4-(8-(4-(4-(1-(2-(2,6-dioxopiperidin-3-yl)-1,3-dioxoisoindolin-5-yl)piperidin-4-yl)piperazine-1-carbonyl)phenyl)-2,8-diazaspiro[4.5]decan-2-yl)benzonitrile